(S)-3,3-difluoro-2,2-dimethyl-1-(3-(6-methylpyrazin-2-yl)isoxazolidin-2-yl)propan-1-one FC(C(C(=O)N1OCC[C@H]1C1=NC(=CN=C1)C)(C)C)F